1-phenyl-N-((5-(trifluoromethyl)pyridin-2-yl)methyl)-1H-pyrazol-4-amine C1(=CC=CC=C1)N1N=CC(=C1)NCC1=NC=C(C=C1)C(F)(F)F